CC=1C=C(C=C(C1N1CCN(CC1)C)C)C=1C=C2C(=NC1)NC=C2C#CCNS(=O)(=O)C N-(3-(5-(3,5-dimethyl-4-(4-methylpiperazine-1-yl)phenyl)-1H-pyrrolo[2,3-b]pyridin-3-yl)prop-2-yn-1-yl)methanesulfonamide